ClC1=C(C=NN1CC(F)(F)F)N 5-chloro-1-(2,2,2-trifluoroethyl)-1H-pyrazol-4-amine